C(CCCCCCC\C=C/CCCCCC)(=O)OCCCCCCCCCCCCCCCCC heptadecyl (Z)-hexadec-9-enoate